(3R)-1-(5,7-difluoro-1-((5-fluoro-2-pyridinyl)methyl)-1H-benzimidazol-2-yl)-4,4-difluoro-3-piperidinamine FC1=CC2=C(N(C(=N2)N2C[C@H](C(CC2)(F)F)N)CC2=NC=C(C=C2)F)C(=C1)F